C(#N)C1CC(C1)(CC1=NN=CN1C)C=1C=C(C=CC1)NC(=O)C1=CC(=C2C(=N1)C(CC2)(C)C)CO N-(3-((1r,3r)-3-cyano-1-((4-methyl-4H-1,2,4-triazol-3-yl)methyl)cyclobutyl)phenyl)-4-(hydroxymethyl)-7,7-dimethyl-6,7-dihydro-5H-cyclopenta[b]pyridine-2-carboxamide